3-bromo-2-fluorophenylboronic acid BrC=1C(=C(C=CC1)B(O)O)F